NCCCCCCCCCC(=O)NC1=C(C=C(C=C1)NCC1=CC=C(C=C1)C(F)(F)F)N 10-amino-N-(2-amino-4-((4-(trifluoromethyl)benzyl)amino)phenyl)decanamide